Cl.Cl.N1C=CC2=C1C=CC=C2 benzazole Dihydrochloride